C(C)(C)N1N=C(C(=C1)CN1CCCC12CCNCC2)C2=CC(=CC=C2)N2CCCC2 1-((1-isopropyl-3-(3-(pyrrolidin-1-yl)phenyl)-1H-pyrazol-4-yl)methyl)-1,8-diazaspiro[4.5]decane